CC1=C(C=C(C=C1)NC(=O)C1=NC=CC(=C1)C(F)(F)F)C1=CC2=C(N=C(N=C2C)NC)N2C1=NCC2 N-(4-methyl-3-(4-methyl-2-(methylamino)-8,9-dihydroimidazo[1',2':1,6]pyrido[2,3-d]pyrimidin-6-yl)phenyl)-4-(trifluoromethyl)pyridineamide